NC1=NC=CC(=C1Cl)SC=1N=C(C(=NC1)N1CCC2([C@@H]([C@@H](OC2)C)NC(OC(C)(C)C)=O)CC1)S(=O)C Tert-Butyl N-[(3S,4S)-8-[5-[(2-amino-3-chloropyridin-4-yl)sulfanyl]-3-methanesulfinyl-pyrazin-2-yl]-3-methyl-2-oxa-8-azaspiro[4.5]decan-4-yl]carbamate